C(C)(C)(C)OC(=O)N1C[C@@H](CC1)C(NC1=CC=NC2=CC=CC=C12)=O (R)-3-(quinolin-4-ylcarbamoyl)pyrrolidine-1-carboxylic acid tert-butyl ester